(3R)-3-(9H-fluoren-9-ylmethoxycarbonylamino)butanoic acid C1=CC=CC=2C3=CC=CC=C3C(C12)COC(=O)N[C@@H](CC(=O)O)C